C(C=C)(=O)OC1=CC=C(C(=O)O)C=C1 4-acryloyloxybenzoic acid